N-Formyl-Phenylalanine (2-(1-(4-amino-3-(3-fluoro-4-methoxyphenyl)-1H-pyrazolo[3,4-d]pyrimidin-1-yl)ethyl)-4-chloro-5-fluorophenyl)acrylamide NC1=C2C(=NC=N1)N(N=C2C2=CC(=C(C=C2)OC)F)C(C)C2=C(C=C(C(=C2)Cl)F)C(C(=O)N)=C.C(=O)N[C@@H](CC2=CC=CC=C2)C(=O)O